BrC(C(=O)OCCCCCCCCCC)(Br)Br decyl 2,2,2-tribromoacetate